tert-Butyl 3-(((3-amino-5-bromopyridin-2-yl)oxy)methyl)azetidine-1-carboxylate NC=1C(=NC=C(C1)Br)OCC1CN(C1)C(=O)OC(C)(C)C